C(C=C)OC=1C=C2SC3=NC(=CN3C2=CC1)C(=O)OCC Ethyl 10-(prop-2-en-1-yloxy)-7-thia-2,5-diazatricyclo[6.4.0.02,6]dodeca-1(12),3,5,8,10-pentaene-4-carboxylate